isopropyl ((R)-ethoxy((2-(methylamino)ethyl)thio)phosphoryl)-L-alaninate C(C)O[P@@](=O)(SCCNC)N[C@@H](C)C(=O)OC(C)C